(s)-1-(1-(1-((1-(4-(4-(3-Amino-6-(2-hydroxyphenyl)pyridazin-4-yl)morpholin-2-yl)-3-methylbenzoyl)piperidin-4-yl)methyl)piperidin-4-yl)-2-methyl-1H-indol-4-yl)dihydropyrimidine NC=1N=NC(=CC1N1C[C@@H](OCC1)C1=C(C=C(C(=O)N2CCC(CC2)CN2CCC(CC2)N2C(=CC3=C(C=CC=C23)N2CNCC=C2)C)C=C1)C)C1=C(C=CC=C1)O